2-(4-hydroxy-3-methoxy-phenyl)acetic acid 1-methylpentyl ester CC(CCCC)OC(CC1=CC(=C(C=C1)O)OC)=O